C(OC1CCCCC1)([O-])=O cyclohexyl carbonate